N1=CC(=CC=C1)C(=O)NC1=CC=C(C=C1)B(O)O 4-(pyridin-3-yl)formylaminophenylboronic acid